2-(2-((2-(2,6-dioxopiperidin-3-yl)-1,3-dioxoisoindol-4-yl)amino)ethoxy)propionamide O=C1NC(CCC1N1C(C2=CC=CC(=C2C1=O)NCCOC(C(=O)N)C)=O)=O